6-bromo-5-(5-methylfuran-2-yl)-4,5-dihydro-1,2,4-triazin-3-amine BrC=1C(NC(=NN1)N)C=1OC(=CC1)C